2-(2,6-dimethylpyridin-4-yl)-5-[2-(morpholin-4-yl)ethyl]-3-(prop-2-yl)-1H-indole CC1=NC(=CC(=C1)C=1NC2=CC=C(C=C2C1C(C)C)CCN1CCOCC1)C